ClC1=C(C=C(C=C1)N1CC(C2=NC(=CC=C21)C(=O)N2C[C@H]([C@@H](CC2)CC(=O)O)OC)(C)C)F 2-((3s,4s)-1-(1-(4-chloro-3-fluorophenyl)-3,3-dimethyl-2,3-dihydro-1H-pyrrolo[3,2-b]pyridine-5-carbonyl)-3-methoxypiperidin-4-yl)acetic acid